(3R,4S)-4-{[5-chloro-6-cyano-7-(1-ethylcyclobutyl)pyrrolo[2,1-f][1,2,4]triazin-2-yl]amino}-1-methanesulfonylpiperidin-3-yl (2R)-2-[(tert-butoxycarbonyl)amino]-3-methylbutanoate C(C)(C)(C)OC(=O)N[C@@H](C(=O)O[C@@H]1CN(CC[C@@H]1NC1=NN2C(C=N1)=C(C(=C2C2(CCC2)CC)C#N)Cl)S(=O)(=O)C)C(C)C